FC(F)(F)S(=O)(=O)[O-].[Li+] lithium (trifluoromethyl)sulfonate